carbon oxazolone O1C(NC=C1)=O.[C]